COC1=C(C(=CC=C1)OC)C1=C(C(=CC=C1)C1=C(C=CC=C1OC)OC)P(C1=CC(=CC(=C1)C(F)(F)F)C(F)(F)F)C1=CC(=CC(=C1)C(F)(F)F)C(F)(F)F [2,6-bis(2,6-dimethoxyphenyl)phenyl]-bis(3,5-bistrifluoromethylphenyl)phosphine